N-(4-methylbenzenesulfonyloxy)bicyclo[2.2.1]-hept-5-ene-2,3-dicarboximide CC1=CC=C(C=C1)S(=O)(=O)ON1C(=O)C2C3C=CC(C2C1=O)C3